C1(CC1)C([C@@H](C(=O)NC1=NC(=C(C=C1)C=1C(=NNC1C)C)F)NC(=O)C=1N(N=CC1)CCCS(=O)C)C1CC1 N-[(1S)-1-(dicyclopropylmethyl)-2-[[5-(3,5-dimethyl-1H-pyrazol-4-yl)-6-fluoro-2-pyridyl]amino]-2-oxo-ethyl]-2-(3-methylsulfinylpropyl)pyrazole-3-carboxamide